3-(4-((6-(((adamantan-1-yl)methyl)amino)hexyl)amino)-1-oxoisoindolin-2-yl)piperidine-2,6-dione C12(CC3CC(CC(C1)C3)C2)CNCCCCCCNC2=C3CN(C(C3=CC=C2)=O)C2C(NC(CC2)=O)=O